O[C@H]1[C@@H](CCCC1)NC=1N=NC(=C2C1CN(CC2)S(=O)(=O)C)C2=C(C=C(C=C2)C(F)(F)F)O 2-[4-{[(1R,2R)-2-hydroxycyclohexyl]amino}-6-(methylsulfonyl)-5,6,7,8-tetrahydropyrido[3,4-d]pyridazin-1-yl]-5-(trifluoromethyl)phenol